OC1=CC=C2C=C(C(OC2=C1O)=O)C 7,8-Dihydroxy-methylcoumarin